C(C)(C)(C)OC(=O)N1CCC(CC1)(C=1C=NC(=CC1)Cl)C(N)=O 4-carbamoyl-4-(6-chloropyridin-3-yl)piperidine-1-carboxylic acid tert-butyl ester